4-(cyclopropylmethoxy)-N-methyl-3-(6-methyl-7-oxo-6,7-dihydro-1H-pyrrolo[2,3-c]pyridin-4-yl)benzenesulfonamide C1(CC1)COC1=C(C=C(C=C1)S(=O)(=O)NC)C=1C2=C(C(N(C1)C)=O)NC=C2